FC=1C=C(CC2=CC(=NC=C2)N2N=C(C(=C2)C(=O)N)C)C=C(C1)C(F)(F)F 1-(4-(3-fluoro-5-(trifluoromethyl)benzyl)pyridin-2-yl)-3-methyl-1H-pyrazole-4-carboxamide